C(C)[Si](O[C@H](C([C@@H](OCOC)\C=C\C)(C)C)C\C=C/I)(CC)CC (5S,7S)-9,9-diethyl-7-((Z)-3-iodoallyl)-6,6-dimethyl-5-((E)-prop-1-en-1-yl)-2,4,8-trioxa-9-silaundecane